O1C(CCC=C1)C(CO)C 2-(dihydro-2H-pyran-2-yl)propanol